6-[4-[2-[2-(5-Ethoxypyridin-3-yl)ethynyl]benzoyl]piperazin-1-yl]-N-[4-(2-phenylsulfanylethylamino)-3-(trifluoromethyl)phenyl]sulfonylpyridazine-3-carboxamide C(C)OC=1C=C(C=NC1)C#CC1=C(C(=O)N2CCN(CC2)C2=CC=C(N=N2)C(=O)NS(=O)(=O)C2=CC(=C(C=C2)NCCSC2=CC=CC=C2)C(F)(F)F)C=CC=C1